2-(2,2-dimethyltetrahydro-2H-pyran-4-yl)-7-methoxy-N-(6-(trifluoromethyl)pyridin-2-yl)imidazo[1,2-a]pyridine-6-carboxamide CC1(OCCC(C1)C=1N=C2N(C=C(C(=C2)OC)C(=O)NC2=NC(=CC=C2)C(F)(F)F)C1)C